C(\C=C\C1=CC(O)=C(O)C=C1)(=O)OCCCCCCCCCCCC(=O)OCC(O)CO glyceryl 12-caffeoyloxylaurate